7-chloro-3-[5-(difluoromethyl)-1,3,4-thiadiazol-2-yl]-N-[3-(fluoromethyl)oxetan-3-yl]-1-methyl-2-oxo-benzimidazole-5-sulfonamide ClC1=CC(=CC2=C1N(C(N2C=2SC(=NN2)C(F)F)=O)C)S(=O)(=O)NC2(COC2)CF